N-(4-methyl-3-(2-((2-methylpyridin-3-yl)amino)-8,9-dihydroimidazo[1',2':1,6]pyrido[2,3-d]pyrimidin-6-yl)phenyl)-4-(trifluoromethyl)picolinamide CC1=C(C=C(C=C1)NC(C1=NC=CC(=C1)C(F)(F)F)=O)C1=CC2=C(N=C(N=C2)NC=2C(=NC=CC2)C)N2C1=NCC2